[C@@H]1([C@H](O)[C@H](O)[C@H](O1)CO)N1C=2N=CNC(C2N=C1)=O 1,9-Dihydro-9-β-D-ribofuranosyl-6H-purin-6-one